3-phenyl-indane C1(=CC=CC=C1)C1CCC2=CC=CC=C12